C(C)C1=C(C(=CC=C1)CC)NCC(O)C=1NC(NC1)=O 4-[2-(2,6-Diethylphenylamino)-1-hydroxyethyl]-1,3-dihydroimidazol-2-one